C(CO[C@H]1[C@@H]([C@H]([C@@H]([C@H](O1)CO)O[C@H]2[C@@H]([C@H]([C@@H]([C@H](O2)C(=O)O)O)O[C@H]3[C@@H]([C@H]([C@@H]([C@H](O3)CO)O[C@H]4[C@@H]([C@H]([C@@H]([C@H](O4)C(=O)O)O)O)O)O)O)O)O)O)N The molecule is a beta-D-glucoside that is the 2-aminoethyl glycoside of a tetrasaccharide, a synthetic dimer of cellobiuronic acid in which the two beta-D-glucuronosyl-(1->4)-beta-D-glucosyl disaccharide units are linked (1->3) It is a beta-D-glucoside and a tetrasaccharide derivative.